4-({5-[3-(4-Chlorophenyl)-3H-imidazo[4,5-c]pyridin-2-yl]pyrazin-2-yl}carbonyl)morpholine ClC1=CC=C(C=C1)N1C(=NC2=C1C=NC=C2)C=2N=CC(=NC2)C(=O)N2CCOCC2